7-(4,6-Diphenyl-1,3,5-triazin-2-yl)-10-(9-phenylcarbazol-3-yl)-5H-indolo[2,3-c]quinolin C1(=CC=CC=C1)C1=NC(=NC(=N1)C1=CC=CC=C1)N1C=2C=CC(=CC2C2=C1CNC1=CC=CC=C21)C=2C=CC=1N(C3=CC=CC=C3C1C2)C2=CC=CC=C2